NC=1N(C(C=2C=CC(=NC2C1C#N)C(=O)NC)=O)C1=C(C(=CC=C1C)OC)C 7-amino-8-cyano-6-(3-methoxy-2,6-dimethylphenyl)-N-methyl-5-oxo-5,6-dihydro-1,6-naphthyridine-2-carboxamide